2,2-dimethyl-7-hydroxycoumaran CC1(OC2=C(C=CC=C2C1)O)C